C(C1=CC=CC=C1)(C1=CC=CC=C1)(C1=CC=CC=C1)N trityl-ammonia